C(C)(=O)C=1C(=NC(=CC1)N1C=NC2=C1C=NC(=C2)Br)N2N=C(C=C2C)C#N 1-[3-acetyl-6-(6-bromoimidazo[4,5-c]pyridin-3-yl)-2-pyridinyl]-5-methyl-pyrazole-3-carbonitrile